3-((1-(5-fluoro-2-methoxyphenyl)-3-methyl-1H-pyrazolo[4,3-c]pyridin-6-yl)amino)pyrazin-2(1H)-one FC=1C=CC(=C(C1)N1N=C(C=2C=NC(=CC21)NC=2C(NC=CN2)=O)C)OC